COC(=O)C=1N(C=CC1C1=NC=C(C=C1[N+](=O)[O-])Br)C (5-bromo-3-nitropyridin-2-yl)-1-methyl-1H-pyrrole-2-carboxylic acid methyl ester